The molecule is a hydroperoxyoctadecatrienoate that is the conjugate base of (9Z,11E,13R,15Z)-13-hydroperoxyoctadecatrienoic acid, obtained by deprotonation of the carboxy group. Major microspecies at pH 7.3. It is a conjugate base of a (9Z,11E,13R,15Z)-13-hydroperoxyoctadecatrienoic acid. CC/C=C\\C[C@H](/C=C/C=C\\CCCCCCCC(=O)[O-])OO